C=1N=CN2C1C1=CC=CC=C1[C@H]2[C@H]2[C@H](C=1C=CN=CC1CC2)O (5R,6S)-6-((R)-5H-imidazo[5,1-a]isoindol-5-yl)-5,6,7,8-tetrahydroisoquinolin-5-ol